tert-butyl 6-((1-methyl-1H-imidazol-4-yl)methyl)-5-oxo-1,4,5,6-tetrahydropyrido[3,4-c][1,8]naphthyridine-3(2H)-carboxylate CN1C=NC(=C1)CN1C(C2=C(C=3C=CC=NC13)CCN(C2)C(=O)OC(C)(C)C)=O